BrC=1C=C2C=CC(=NC2=CC1)C=1NC=NN1 5-(6-bromoquinolin-2-yl)-4H-1,2,4-triazole